FC1=CC=C(C=N1)C=1C(=NN(C1)C)N1CCC(CC1)C=1N(C(=NN1)N)C 5-(1-(4-(6-fluoropyridin-3-yl)-1-methyl-1H-pyrazol-3-yl)piperidin-4-yl)-4-methyl-4H-1,2,4-triazol-3-amine